3-ethyl-4-{4-[4-(1-methyl-1H-pyrazol-4-yl)-1H-imidazol-1-yl]-3,3'-di(propan-2-yl)-1'H-[1,4'-bipyrazolo[3,4-b]pyridin]-1'-yl}benzamide C(C)C=1C=C(C(=O)N)C=CC1N1N=C(C2=C1N=CC=C2N2N=C(C=1C2=NC=CC1N1C=NC(=C1)C=1C=NN(C1)C)C(C)C)C(C)C